butyl-(±)-2-(2-carbamothioylhydrazono)-3,3-dimethoxy-8-azabicyclo[3.2.1]octane-8-carboxylate C(CCC)OC(=O)N1C2C(C(CC1CC2)(OC)OC)=NNC(N)=S